O=C([C@H](O)[C@@H](O)[C@H](O)CO)[O-].[Li+].C(C)(=O)O[SiH](C1=CC=CC=C1)OC(C)=O diacetoxyphenyl-silane Lithium xylonate